C1(=CC=CC=C1)S(=O)(=O)N1C=CC2=NC=C(C=C21)OC2(CC2)C(=O)OC methyl 1-[1-(benzenesulfonyl)pyrrolo[3,2-b]pyridin-6-yl]oxycyclopropane-carboxylate